(R)-1-(2-fluorophenyl)-N-((2-methylbenzo[d]thiazol-6-yl)methyl)ethan-1-amine FC1=C(C=CC=C1)[C@@H](C)NCC1=CC2=C(N=C(S2)C)C=C1